(R)-5-(4-(difluoromethyl)-7-(piperidin-3-yl)-7H-imidazo[4,5-c]pyridazin-3-yl)benzofuran-4-ol FC(C=1C2=C(N=NC1C1=CC=C3C(C=CO3)=C1O)N(C=N2)[C@H]2CNCCC2)F